C(C)(C)(C)OC(=O)N1C[C@H](CC1)[C@@H](C(=O)OC(C)(C)C)CC1=C(C(=CC=C1)CO)F (R)-3-((S)-1-(tert-butoxy)-3-(2-fluoro-3-(hydroxymethyl)phenyl)-1-oxopropan-2-yl)pyrrolidine-1-carboxylic acid tert-butyl ester